Glucosamin HCl Cl.OC1[C@H](N)[C@@H](O)[C@H](O)[C@H](O1)CO